N[C@@H](CS)C(=O)O |r| D,L-cysteine